(S)-quinuclidin-3-yl (6'-(2-(methoxymethoxy)phenyl)-3',4'-dihydro-1'H-spiro[cyclopropane-1,2'-naphthalen]-1'-yl)carbamate COCOC1=C(C=CC=C1)C=1C=C2CCC3(C(C2=CC1)NC(O[C@@H]1CN2CCC1CC2)=O)CC3